CC(C)(C(CC)C)O 2,3-dimethyl-2-pentanol